OC1=CC2=C(C(/C(/O2)=C/C2=CC=C(C=C2)N2CCOCC2)=O)C=C1 (2Z)-6-hydroxy-2-(4-morpholin-4-ylbenzylidene)-1-benzofuran-3(2H)-one